C12(CC3CC(CC(C1)C3)C2)C(=O)N2CCN(CC2)CC2=C3C(N(C(=NC3=CC=C2)C)C2C(NC(CC2)=O)=O)=O 3-(5-((4-((1s,3s)-adamantane-1-carbonyl)piperazin-1-yl)methyl)-2-methyl-4-oxoquinazolin-3(4H)-yl)piperidine-2,6-dione